3,3'-(dimethylsilanediyl)bis(4-bromo-N,N-dimethylaniline) C[Si](C=1C=C(N(C)C)C=CC1Br)(C=1C=C(N(C)C)C=CC1Br)C